CSC1=NN=C(S1)NC(=O)C1=CC=NO1 5-((5-(methylthio)-1,3,4-thiadiazol-2-yl)carbamoyl)isoxazole